[Na+].[Na+].C(C)(C)C1CC(C(CC1)C(=O)[O-])C(=O)[O-] 4-isopropylcyclohexane-1,2-dicarboxylic acid disodium salt